ClC1=C(CN2CCN(CC2)C(=O)N2N=C(C=C2)NS(=O)(=O)C)C=CC=C1C(F)(F)F N-(1-(4-(2-Chloro-3-(trifluoromethyl)benzyl)piperazine-1-carbonyl)-1H-pyrazol-3-yl)methanesulfonamide